C(=O)O.ClC1=C(C=CC(=C1F)OCC#N)C1=CN=C(N1C)C(=O)NC1=CC(=C(C=C1)C(=O)N1CCN(CC1)C(=O)C1CCNCC1)Cl 5-[2-chloro-4-(cyanomethoxy)-3-fluoro-phenyl]-N-[3-chloro-4-[4-(piperidine-4-carbonyl)piperazine-1-carbonyl]phenyl]-1-methyl-imidazole-2-carboxamide formate